N1C(=NC=C1)C(O)C=1NC=CN1 bis(1H-imidazol-2-yl)methanol